N-(5-(3-(9H-purin-6-yl)pyridin-2-ylamino)-2-fluorophenyl)-3-methoxy-5-(trifluoromethoxy)benzamid N1=CN=C2NC=NC2=C1C=1C(=NC=CC1)NC=1C=CC(=C(C1)NC(C1=CC(=CC(=C1)OC(F)(F)F)OC)=O)F